3-[(4,4-difluorocyclohexyl)methyl]-4-[(1,3-thiazol-5-yl)methyl]-1,2,4-oxadiazol-5(4H)-one FC1(CCC(CC1)CC1=NOC(N1CC1=CN=CS1)=O)F